NC1=C(C=CC(=C1)C(F)(F)F)N1C[C@H](CC1)O (S)-1-(2-amino-4-(trifluoromethyl)phenyl)pyrrolidin-3-ol